(1R,3R,4S,5R)-3-((tert-butyldimethylsilyl)oxy)-1,4-dihydroxy-6-oxabicyclo[3.2.1]octane-7-one [Si](C)(C)(C(C)(C)C)O[C@@H]1C[C@]2(C(O[C@@H]([C@@H]1O)C2)=O)O